N1C(C[C@H](O)[C@]1(O)CO)O Deoxy-1,4-Imino-D-Ribitol